2-{[1-(2-formamidoethyl)-1H-1,2,3,4-tetrazol-5-yl]sulfanyl}-5-nitrobenzoic acid C(=O)NCCN1N=NN=C1SC1=C(C(=O)O)C=C(C=C1)[N+](=O)[O-]